FC(C(=O)O)(F)F.FC1=C(C=C(C=C1)NC(C=C)=O)NC1=NC(=NC=C1C1=CC=C(C=C1)C(F)(F)F)NC=1C(=NN(C1)C)C(F)(F)F N-(4-fluoro-3-((2-((1-methyl-3-(trifluoromethyl)-1H-pyrazol-4-yl)amino)-5-(4-(trifluoromethyl)phenyl)pyrimidin-4-yl)amino)phenyl)acrylamide trifluoroacetate